4-fluoro-1-methyl-2-(4-(methylsulfonyl)phenyl)-6-(1-(8-(tetrahydro-2H-pyran-4-yl)-8-azabicyclo[3.2.1]oct-3-yl)piperidin-4-yl)-1H-benzo[d]imidazole FC1=CC(=CC=2N(C(=NC21)C2=CC=C(C=C2)S(=O)(=O)C)C)C2CCN(CC2)C2CC1CCC(C2)N1C1CCOCC1